C(CCCC\C=C/C\C=C/C\C=C/CCCCC)(=O)NCC(=O)O γ-linolenoyl-glycine